C1(CCCC1)N1C(=NNC1=O)C 4-cyclopentyl-3-methyl-1H-1,2,4-triazol-5(4H)-one